N-[3-(7-fluoro-2-methyl-1-oxoisoquinolin-4-yl)phenyl]methanesulfonamide FC1=CC=C2C(=CN(C(C2=C1)=O)C)C=1C=C(C=CC1)NS(=O)(=O)C